C(C1=CC=CC=C1)OC1=CC=C2C(C3(CCCC4=CC=CC=C34)OCC2=C1)=O 7-(benzyloxy)-3',4'-dihydro-2'H-spiro[isochromane-3,1'-naphthalen]-4-one